(2R,3S,4S)-2-(4-(4-cyanothiophene-2-yl)benzyl)-4-hydroxypyrrolidin-3-yl (3-fluorobenzyl)carbamate FC=1C=C(CNC(O[C@H]2[C@H](NC[C@@H]2O)CC2=CC=C(C=C2)C=2SC=C(C2)C#N)=O)C=CC1